COC(C(=C)C)=O.C(C(=C)C)(=O)OCCCC butyl methacrylate methyl-methacrylate